imidazolate [N-]1C=NC=C1